4-(6-(4-(2-cyclopentylacetamido)thiophen-2-yl)pyrazin-2-yl)-2-methoxy-N-methyl-N-(1-methylpiperidin-4-yl)benzamide C1(CCCC1)CC(=O)NC=1C=C(SC1)C1=CN=CC(=N1)C1=CC(=C(C(=O)N(C2CCN(CC2)C)C)C=C1)OC